CC1(CC(C(C(N1)=O)C(=O)OCC)=O)C ethyl 6,6-dimethyl-2,4-dioxo-piperidine-3-carboxylate